lead silicon oxygen chlorine [Cl].[O].[Si].[Pb]